N(C(=O)C)C1=CC=C(OCC(=O)O)C=C1 2-(4-acetaminophenoxy)acetic acid